1,4-butanediol bis(ethylmalonate) C(C)C(C(=O)O)C(=O)O.C(C)C(C(=O)O)C(=O)O.C(CCCO)O